ClC=1C=CC=C2C=CC=C(C12)C1=C(C=C2C(=NC(=NC2=C1F)OCC12CCCN2CCC1)N1C[C@@H](N(CC1)C(C(=C)F)=O)CC#N)F 2-((2S)-4-(7-(8-chloronaphth-1-yl)-6,8-difluoro-2-((tetrahydro-1H-pyrrolizin-7a(5H)-yl)methoxy)quinazolin-4-yl)-1-(2-fluoroacryloyl)piperazin-2-yl)acetonitrile